FC=1C=CC=C2C1C(=O)OC(N2)=O 6-fluoro-isatoic anhydride